ClC1=NC(=NC(=N1)Cl)N1CCOCC1 2,4-dichloro-6-morpholino-1,3,5-triazine